C(C(=O)C(F)(F)F)C(=O)C(F)(F)F hexafluoro-2,4-pentanedione